2-isopropyl-6-((1,2,3,4-tetrahydroisoquinolin-7-yl)amino)-1,2-dihydro-3H-pyrazolo[3,4-d]pyrimidin-3-one C(C)(C)N1NC2=NC(=NC=C2C1=O)NC1=CC=C2CCNCC2=C1